6-sulfo-1H-1,3-benzimidazole-4-sulfonate S(=O)(=O)(O)C=1C=C(C2=C(NC=N2)C1)S(=O)(=O)[O-]